4-(-)-(1-(3-amino-4-fluorophenyl)-3-cyclopropyl-1-((R)-1,1-dimethylethylsulfinamido)propyl)benzamide NC=1C=C(C=CC1F)C(CCC1CC1)(N[S@](=O)C(C)(C)C)C1=CC=C(C(=O)N)C=C1